2-nonylpropenoic acid C(CCCCCCCC)C(C(=O)O)=C